(R)-2-((4-((3-chloro-2-fluorophenyl)amino)-6-nitroquinazolin-7-yl)ethynyl)-2-methylpyrrolidine-1-carboxylic acid tert-butyl ester C(C)(C)(C)OC(=O)N1[C@@](CCC1)(C)C#CC1=C(C=C2C(=NC=NC2=C1)NC1=C(C(=CC=C1)Cl)F)[N+](=O)[O-]